CC1N(CCC2(OCCO2)CC1)C(=O)OCC1=CC=CC=C1 benzyl 9-methyl-1,4-dioxa-8-azaspiro[4.6]undecane-8-carboxylate